(1-(2-(1H-indol-2-yl)ethyl)-7-ethoxy-6-methoxy-3,4-dihydroisoquinolin-2(1H)-yl)(morpholino)methanone N1C(=CC2=CC=CC=C12)CCC1N(CCC2=CC(=C(C=C12)OCC)OC)C(=O)N1CCOCC1